C(C1=CC=CC=C1)OC1=NC(=CC=C1C1=C(C(=C(C=C1)N1CC(C1)OCC1=CC=CC=C1)F)Cl)OCC1=CC=CC=C1 2,6-dibenzyloxy-3-[4-(3-benzyloxyazetidin-1-yl)-2-chloro-3-fluoro-phenyl]pyridine